(R)-3-(4-chlorophenyl)-2-((5-chloropyridin-2-yl)methyl)-4-fluoro-3-((1-hydroxycyclopropyl)methoxy)-6-(pyrimidine-2-carbonyl)isoindolin-1-one ClC1=CC=C(C=C1)[C@@]1(N(C(C2=CC(=CC(=C12)F)C(=O)C1=NC=CC=N1)=O)CC1=NC=C(C=C1)Cl)OCC1(CC1)O